OC(CCC[C@@H](C)[C@H]1CC[C@@]2([C@@]1(CCC1[C@]3(CC[C@@H](C[C@@H]3CCC21)O)C)C)C)CC (1R,3aS,5aS,7S,9aS,11aR)-1-[(2R)-6-hydroxyoctan-2-yl]-3a,9a,11a-trimethylhexadecahydro-1H-cyclopenta[1,2-a]phenanthren-7-ol